4-(5-amino-2-(4-(4-methylpiperazin-1-yl)piperidin-1-yl)pyridin-3-yl)butan-1-ol NC=1C=C(C(=NC1)N1CCC(CC1)N1CCN(CC1)C)CCCCO